2-(methoxymethyl)-4,5,6,7-tetrahydropyrazolo[1,5-a]pyridine-3-carboxylic acid COCC1=NN2C(CCCC2)=C1C(=O)O